3-(2-fluorophenyl)-3-oxo-2-phenylpropanenitrile FC1=C(C=CC=C1)C(C(C#N)C1=CC=CC=C1)=O